(R)-7-amino-3-(1-(but-2-ynoyl)pyrrolidin-3-yl)-1-(4-phenoxyphenyl)-1,5-dihydro-4H-pyrazolo[3,4-d]pyridazin-4-one NC1=NNC(C2=C1N(N=C2[C@H]2CN(CC2)C(C#CC)=O)C2=CC=C(C=C2)OC2=CC=CC=C2)=O